C(/C1=CC=CC=C1)=C\1/C(N(C(C1)=O)C1=CC(=CC=C1)Cl)=O (Z)-3-benzylidene-1-(3-chlorophenyl)pyrrolidine-2,5-dione